((4-(4-acetyl-phenyl)-1,1-difluorobutyl))-trifluoromethyl-1,3-Bis(2,6-diisopropylphenyl)-1,3-dihydro-2H-imidazol-2-ylidene-gold(III) C(C)(=O)C1=CC=C(C=C1)CCCC(F)(F)C=1N(C(N(C1)C1=C(C=CC=C1C(C)C)C(C)C)=[Au]C(F)(F)F)C1=C(C=CC=C1C(C)C)C(C)C